BrC1=CC=NC=C1 L-4-bromopyridine